BrC=1S(C=CN1)C=O bromothiazole-S-carboxaldehyde